2-[3-(aminomethyl)-2-fluoro-6-(trifluoromethyl)phenyl]-6-[5-(trifluoromethyl)pyridin-2-yl]pyrimidine NCC=1C(=C(C(=CC1)C(F)(F)F)C1=NC(=CC=N1)C1=NC=C(C=C1)C(F)(F)F)F